1-(4-(3,4-dichlorophenyl)-5-(isopropylthio)thiazol-2-yl)-4-(1H-indol-6-yl)-3-methyl-1H-pyrazole-5-carboxylic acid ClC=1C=C(C=CC1Cl)C=1N=C(SC1SC(C)C)N1N=C(C(=C1C(=O)O)C1=CC=C2C=CNC2=C1)C